indole-2(3H)-carboxylate N1=C(CC2=CC=CC=C12)C(=O)[O-]